2-(furan-2-yl)-3-hydroxychromone acrylate C(C=C)(=O)O.O1C(=CC=C1)C=1OC2=CC=CC=C2C(C1O)=O